4-chloro-2-((4-((di-ethylamino)methyl)phenylimino)methyl)-6-hydroxyphenyl isobutyrate C(C(C)C)(=O)OC1=C(C=C(C=C1O)Cl)C=NC1=CC=C(C=C1)CN(CC)CC